CSCCOC=1C=C(C=CC1)C(C)N1C=NC2=CC=C(C=C2C1=O)C=1C=NN(C1)C1OCCCC1 3-(1-(3-(2-(methylthio)ethoxy)phenyl)ethyl)-6-(1-(tetrahydro-2H-pyran-2-yl)-1H-pyrazol-4-yl)quinazolin-4(3H)-one